C(C)(C)N1C(=NN=C1)C1=CC=CC(=N1)NC(=O)NC1=NC2=CC=CC=C2C=C1 1-(6-(4-isopropyl-4H-1,2,4-triazol-3-yl)pyridin-2-yl)-3-(quinolin-2-yl)urea